3-(1-oxo-5-(((1R,2S)-2-(3-(tetrahydro-2H-pyran-4-yl)-azetidin-1-yl)cyclohexyl)-oxy)isoindolin-2-yl)piperidine-2,6-dione O=C1N(CC2=CC(=CC=C12)O[C@H]1[C@H](CCCC1)N1CC(C1)C1CCOCC1)C1C(NC(CC1)=O)=O